FC1=C(C=CC(=C1)C)C1CC=NN1C(=O)C12CC(C1)(C2)COC=2N=CC(=NC2)C#N 5-((3-(5-(2-fluoro-4-methyl-phenyl)-4,5-dihydro-1H-pyrazole-1-carbonyl)bicyclo-[1.1.1]pentan-1-yl)methoxy)-pyrazine-2-carbonitrile